OC1=CC=C(C=C1)C1C2=C(NC(C1)=O)N(N=C2)C=2C=CC=1N(N2)C(=NN1)C 4-(4-hydroxyphenyl)-1-(3-methyl[1,2,4]triazolo[4,3-b]pyridazin-6-yl)-1,4,5,7-tetrahydro-6H-pyrazolo[3,4-b]pyridin-6-one